CCCCCCCC(C(CCCCCCCCC)O)O octadecane-8,9-diol